L-glutamic acid hydrogensulfate S(=O)(=O)(O)O.N[C@@H](CCC(=O)O)C(=O)O